IC1=CC=C(C=C1)C(=C(CC)C1=CC=CC=C1)C1=CC=C(OCCN2C(CCC2)=O)C=C1 1-(2-(4-(1-(4-iodo-phenyl)-2-phenyl-but-1-enyl)-phenoxy)-ethyl)-pyrrolidone